N-({5-nitro-6-[(tetrahydro-2H-pyran-4-ylmethyl)amino]pyridin-3-yl}sulfonyl)-2-(1H-pyrrolo[2,3-b]pyridin-5-yloxy)benzamide [N+](=O)([O-])C=1C=C(C=NC1NCC1CCOCC1)S(=O)(=O)NC(C1=C(C=CC=C1)OC=1C=C2C(=NC1)NC=C2)=O